N[C@H](CC=1C=C2C(=NC(=NN2C1Br)Cl)NCC1=C(C=CC=C1)F)CC1CC1 (S)-6-(2-amino-3-cyclopropylpropyl)-7-bromo-2-chloro-N-(2-fluorobenzyl)pyrrolo[2,1-f][1,2,4]triazin-4-amine